C(C(C)C)P(CC(C)C)C=1SC=CN1 diisobutylphosphinothiazole